tert-Butyl 5-methoxy-4-((2-(4-(methoxycarbonyl)-2-(methylamino)phenyl)piperidin-1-yl)methyl)-7-methyl-1H-indole-1-carboxylate COC=1C(=C2C=CN(C2=C(C1)C)C(=O)OC(C)(C)C)CN1C(CCCC1)C1=C(C=C(C=C1)C(=O)OC)NC